S1C=CC=2C1=C(N=CC2)C#N Thieno[2,3-C]pyridine-7-carbonitrile